C1(CC1)NS(=O)(=O)C1=CC(=CC=C1)C(=O)N1CC2(C3=CC(=CC=C13)NS(=O)(=O)C)CCCCC2 N-cyclopropyl-3-(5'-(methylsulfonamido)spiro[cyclohexane-1,3'-indoline]-1'-carbonyl)benzenesulfonamide